FC=1C=C(C=CC1C#CC1=CC(=C(C(=C1)F)F)F)C1=CC=2SC(=CC2S1)CCCCC 5-{3-fluoro-4-[(3,4,5-trifluorophenyl)ethynyl]phenyl}-2-pentylthieno[3,2-b]thiophene